NCC1CN(CCC1)C1=C(C=NC=2NC3=C(C=C(C=C3C21)F)NCC)C=2C=C(C=NC2)C#N 5-[4-[3-(Aminomethyl)-1-piperidyl]-8-(ethylamino)-6-fluoro-9H-pyrido[2,3-b]indol-3-yl]pyridin-3-carbonitril